2,2-difluoro-4-((3-methoxycyclobutyl)methoxy)-7-(trifluoromethylthio)-2,3-dihydro-1H-inden-1-ol FC1(C(C2=C(C=CC(=C2C1)OCC1CC(C1)OC)SC(F)(F)F)O)F